2-(3-bromobenzyl)-3-(ethylsulfonamido)pyrrolidine-1-carboxylate BrC=1C=C(CC2N(CCC2NS(=O)(=O)CC)C(=O)[O-])C=CC1